5'-chloro-4-hydroxyspiro[cyclohexane-1,3'-pyrrolo[3,2-b]pyridin]-2'(1'H)-one ClC1=CC=C2C(=N1)C1(C(N2)=O)CCC(CC1)O